C(#N)CC1CC(C1)(C1=NN=CN1C)C=1C=C(C=CC1)NC(=O)C1=CC(=C2C(=N1)C(=CN2)C)CN2C[C@H](CCC2)C (S)-N-(3-(3-(cyanomethyl)-1-(4-methyl-4H-1,2,4-triazol-3-yl)cyclobutyl)phenyl)-3-methyl-7-((3-methylpiperidin-1-yl)methyl)-1H-pyrrolo[3,2-b]pyridine-5-carboxamide